C(=O)C1=C(C=CC=C1)NC(C(=O)NC=1C=CC=C2C=CC=NC12)CCCC1=CC=C(C=C1)CO ((2-formylphenyl)amino)-5-(4-(hydroxymethyl)phenyl)-N-(quinolin-8-yl)pentanamide